3-(2-((tert-butoxycarbonyl)amino)-[1,2,4]triazolo[1,5-a]pyridin-7-yl)-2-fluoro-6-methylbenzoic acid C(C)(C)(C)OC(=O)NC1=NN2C(C=C(C=C2)C=2C(=C(C(=O)O)C(=CC2)C)F)=N1